tert-butyl 6-((1-oxo-2-((1-(tetrahydro-2H-pyran-2-yl)-1H-pyrazol-3-yl)methyl)-1,2-dihydrophthalazin-6-yl)sulfonyl)-2,3-dihydro-4H-benzo[b][1,4]oxazine-4-carboxylate O=C1N(N=CC2=CC(=CC=C12)S(=O)(=O)C1=CC2=C(OCCN2C(=O)OC(C)(C)C)C=C1)CC1=NN(C=C1)C1OCCCC1